(+)-isohexadecane CCCCCCCCCCCCCC(C)C